5-[2-(difluoromethyl)-4-[(3R,4S)-4-fluoropyrrolidin-3-yl]oxy-pyrazol-3-yl]-N-(2,6-dimethylpyrimidin-4-yl)pyrazolo[1,5-a]pyridin-2-amine FC(N1N=CC(=C1C1=CC=2N(C=C1)N=C(C2)NC2=NC(=NC(=C2)C)C)O[C@@H]2CNC[C@@H]2F)F